2-(3,5-Dimethyl-4-(4-methylpiperazin-1-yl)phenyl)-5H-pyrrolo[2,3-b]pyrazine CC=1C=C(C=C(C1N1CCN(CC1)C)C)C=1N=C2C(=NC1)NC=C2